(4-chloroquinolin-6-yl)(cyclopropyl)(imino)-λ6-sulfanone ClC1=CC=NC2=CC=C(C=C12)S(=O)(=N)C1CC1